N1(C=NC=C1)C(CO)C 2-(1H-imidazol-1-yl)propane-1-ol